5-benzyl 2-(tert-butyl) 7-oxo-2,5,8-triazaspiro[3.5]nonane-2,5-dicarboxylate O=C1CN(C2(CN(C2)C(=O)OC(C)(C)C)CN1)C(=O)OCC1=CC=CC=C1